(2S,4R)-1-(4-(benzyloxy)-5-methoxy-2-nitrobenzoyl)-4-hydroxypyrrolidine-2-carboxylic acid methyl ester COC(=O)[C@H]1N(C[C@@H](C1)O)C(C1=C(C=C(C(=C1)OC)OCC1=CC=CC=C1)[N+](=O)[O-])=O